C(C)(C)(C)C=1C=C(C=CC1)C1CCC2(CN(C2)C(=O)C2CC(C2)(C)O)CC1 (7-(3-(tert-Butyl)phenyl)-2-azaspiro[3.5]nonan-2-yl)((1s,3s)-3-hydroxy-3-methylcyclobutyl)methanon